tert-butyl (S)-(1-(3-(dibenzo[b,d]furan-3-carboxamido)-5-(4-methyl-1H-imidazol-1-yl)benzyl)piperidin-3-yl)carbamate C1=CC(=CC=2OC3=C(C21)C=CC=C3)C(=O)NC=3C=C(CN2C[C@H](CCC2)NC(OC(C)(C)C)=O)C=C(C3)N3C=NC(=C3)C